tert-butyl (5S)-5-[[tert-butyl(dimethyl)silyl]oxymethyl]-2-oxo-3-phenylselanyl-pyrrolidine-1-carboxylate [Si](C)(C)(C(C)(C)C)OC[C@@H]1CC(C(N1C(=O)OC(C)(C)C)=O)[Se]C1=CC=CC=C1